1-((((2-(4'-Fluoro-2'-(4-methyl-4H-1,2,4-triazol-3-yl)-[1,1'-biphenyl]-3-yl)-7-(trifluoromethyl)benzo[d]oxazol-5-yl)methyl)amino)methyl)cyclopropan-1-ol FC1=CC(=C(C=C1)C1=CC(=CC=C1)C=1OC2=C(N1)C=C(C=C2C(F)(F)F)CNCC2(CC2)O)C2=NN=CN2C